[2-[(2,4-dimethylphenyl)thio]phenyl]-4-[2-(1-piperazinyl)phenyl]piperazine CC1=C(C=CC(=C1)C)SC1=C(C=CC=C1)N1CCN(CC1)C1=C(C=CC=C1)N1CCNCC1